C1(CCCC1)[C@@H]([C@H](C)OC([C@@H](NC(=O)C1=NC=CC(=C1O)OC)C)=O)C1=CC=CC=C1 (3-hydroxy-4-methoxypyridinoyl)-L-alanine (1R,2S)-1-cyclopentyl-1-phenylpropan-2-yl ester